Benzyl (E)-p-coumarate O=C(/C=C/C1C=CC(O)=CC=1)OCC1C=CC=CC=1